N-(2,2-difluoroethyl)-6-fluoro-N-(6-((1-(trifluoromethyl)cyclopropyl)ethynyl)pyrazin-2-yl)-[1,2,4]triazolo[4,3-a]quinazolin-5-amine FC(CN(C1=NC=2N(C3=CC=CC(=C13)F)C=NN2)C2=NC(=CN=C2)C#CC2(CC2)C(F)(F)F)F